CN(C)CC1C(C2(C(C3=C(C=NC=C3OC)O2)(C1O)O)C1=CC=C(C=C1)C(F)(F)F)C1=CC=CC=C1 6-((dimethylamino)methyl)-4-methoxy-7-phenyl-7a-(4-(trifluoromethyl)phenyl)-5,6,7,7a-tetrahydro-4bH-cyclopenta[4,5]furo[2,3-c]pyridine-4b,5-diol